NCCN1CCC(CC1)C1=CC2=C(N(C(N2C)=O)C2C(NC(CC2)=O)=O)C=C1 3-[5-[1-(2-aminoethyl)-4-piperidyl]-3-methyl-2-oxo-benzimidazol-1-yl]piperidine-2,6-dione